OC(COC1=CC=2N(C=C1)C(=CN2)C(=O)OCC)C Ethyl 7-(2-hydroxypropoxy)imidazo[1,2-a]pyridine-3-carboxylate